C(C)(C)(C)C1N(CC1C=1C=NC(=CC1)N)C(=O)OC1C(OCC1)C1=CC(=CC=C1)CC (3-ethylphenyl)tetrahydrofuran-3-ol tert-butyl-3-(6-amino-3-pyridyl)azetidine-1-carboxylate